7-Fluoro-4-methoxy-1-{2-[6-(1H-pyrrolo[2,3-c]pyridin-3-yl)-pyrimidin-4-ylamino]-ethyl}-1H-indol-2-carbonitril FC=1C=CC(=C2C=C(N(C12)CCNC1=NC=NC(=C1)C1=CNC2=CN=CC=C21)C#N)OC